6,8-dibromocoumarinformyl chloride BrC=1C=C2C=C(C(OC2=C(C1)Br)=O)C(=O)Cl